5-(9,10-bis(naphthalen-2-yl)anthracen-2-yl)-1,2-diphenyl-1H-benzo[d]imidazole C1=C(C=CC2=CC=CC=C12)C=1C2=CC=CC=C2C(=C2C=CC(=CC12)C1=CC2=C(N(C(=N2)C2=CC=CC=C2)C2=CC=CC=C2)C=C1)C1=CC2=CC=CC=C2C=C1